1-(2-{[(2R,7aS)-2-fluoro-hexahydro-1H-pyrrolizin-7a-yl]methoxy}-6-chloro-4-{3,8-diazabicyclo[3.2.1]octan-3-yl}-8-fluoroquinazolin-7-yl)isoquinolin-3-amine F[C@@H]1C[C@@]2(CCCN2C1)COC1=NC2=C(C(=C(C=C2C(=N1)N1CC2CCC(C1)N2)Cl)C2=NC(=CC1=CC=CC=C21)N)F